BrC1=CC=C(C=C1)N1N=C2C(N=CC=C2C2CCN(CC2)C(=O)OC(C)(C)C)=C1C(N)=O tert-butyl 4-[2-(4-bromophenyl)-3-carbamoyl-2H-pyrazolo[4,3-b]pyridin-7-yl]piperidine-1-carboxylate